FC1(CCC(CC1)NC(=N)NC(=N)NC1CCC(CC1)(F)F)F N1,N5-bis(4,4-difluorocyclohexyl)-biguanide